C(C)(C)(C)OC(=O)C=1C=NN(C1)CC#N.NC=1C(N(C=CC1N)CCO[Si](C)(C)C(C)(C)C)=O 3,4-diamino-1-{2-[(tert-butyldimethylsilyl)oxy]ethyl}pyridin-2-one tert-butyl-1-(cyanomethyl)-1H-pyrazole-4-carboxylate